C(N)(O[C@@]1(C(CC2=CC(=CC=C12)C1=CC(=C(C=C1)OCCC)C)(C)C)[C@@H]1CN2CCC1CC2)=O (S)-quinuclidin-3-yl((R)-2,2-dimethyl-5-(3-methyl-4-propoxyphenyl)-2,3-dihydro-1H-inden-1-yl) carbamate